sodium glycine salt NCC(=O)[O-].[Na+]